CC1=CC=C(C=C1)C1=NC(=CC2=C1NC1=CC=CC=C21)NC=2C(C(C1=CC=CC=C1C2)=O)=O ((1-(4-methylphenyl)-9H-pyrido[3,4-b]indol-3-yl)amino)naphthalene-1,2-dione